O1C2=C(OCC1)C(=CC=C2)NC2=NC=1N(C(=C2)N(C)CC2=CC=C(C=C2)OC)N=CC1NC(=O)NC 1-(5-((2,3-dihydrobenzo[b][1,4]dioxin-5-yl)amino)-7-((4-methoxybenzyl)(methyl)amino)pyrazolo[1,5-a]pyrimidin-3-yl)-3-methylurea